2,7-dinitro-10-naphthyl-phenoxazine thiazole-5-carboxylate S1C=NC=C1C(=O)O.[N+](=O)([O-])C1=CC=2N(C3=CC=C(C=C3OC2C=C1)[N+](=O)[O-])C1=CC=CC2=CC=CC=C12